tert-butyl 1-(5-(tert-butyl)-1,2,4-oxadiazole-3-carboxamido)-7-(2-((1-methyl-1H-pyrazol-4-yl)amino)pyrimidin-4-yl)-4,5-dihydro-1H-benzo[d]azepine-3(2H)-carboxylate C(C)(C)(C)C1=NC(=NO1)C(=O)NC1CN(CCC2=C1C=CC(=C2)C2=NC(=NC=C2)NC=2C=NN(C2)C)C(=O)OC(C)(C)C